NC1=CC=2NC3=CC=CC=C3OC2C=C1O 2-amino-3-hydroxyphenoxazine